4-(4-bromophenoxy)piperidine BrC1=CC=C(OC2CCNCC2)C=C1